5-[2-(2-Chlorophenyl)ethyl]-3-methyl-4-oxo-4,5,6,7-tetrahydropyrazolo[1,5-a]pyrazine-2-carboxylic acid (5-trifluoromethyl-[1,3,4]thiadiazol-2-yl) amide FC(C1=NN=C(S1)NC(=O)C1=NN2C(C(N(CC2)CCC2=C(C=CC=C2)Cl)=O)=C1C)(F)F